NC1=CC=C(C(=N1)C1=C(C=C2C(=NC=NC2=C1)N1CCN(CC1)C(C=C)=O)Cl)C(F)F 1-(4-[7-[6-amino-3-(difluoromethyl)pyridin-2-yl]-6-chloroquinazolin-4-yl]piperazin-1-yl)prop-2-en-1-one